4-bromo-5,7-dichloro-1H-indole-1-carboxylic acid tert-butyl ester C(C)(C)(C)OC(=O)N1C=CC2=C(C(=CC(=C12)Cl)Cl)Br